FC1=CC=C(C=C1)[C@H](CCO)C1CCN(CC1)C(=O)N1C[C@@H]2[C@@H](OCC(N2)=O)CC1 |&1:7| rac-cis-6-(4-(1-(4-fluorophenyl)-3-hydroxypropyl)piperidine-1-carbonyl)hexahydro-2H-pyrido[4,3-b][1,4]Oxazin-3(4H)-one